7-(2-((tert-butyldimethylsilyl)oxy)ethyl)-2-(2,3-dichloro-6-methoxybenzyl)-2,7-diazaspiro[3.5]nonane [Si](C)(C)(C(C)(C)C)OCCN1CCC2(CN(C2)CC2=C(C(=CC=C2OC)Cl)Cl)CC1